O=C1N(C(C(N1)CCC(F)(F)F)=O)C1CC2(CC(C2)OC2=NC=CC=C2C(=O)N)C1 2-{[(αR)-6-[2,5-dioxo-4-(3,3,3-trifluoropropyl)-imidazolidin-1-yl]spiro[3.3]-heptan-2-yl]oxy}-pyridine-3-carboxamide